5-Ethenyl-2-[(E)-3-methylbut-1-enyl]benzene-1,3-diol C(=C)C=1C=C(C(=C(C1)O)\C=C\C(C)C)O